Cl.C(#N)C1=CC=2N(N=C1)C(=CC2)C(=O)NC2=CC1=CN(N=C1C=C2C(CC)(CC)O)C2CCC(CC2)N2CCNCC2 3-cyano-N-(6-(3-hydroxypentan-3-yl)-2-((1r,4r)-4-(piperazin-1-yl)cyclohexyl)-2H-indazol-5-yl)pyrrolo[1,2-b]pyridazine-7-carboxamide hydrochloride